(4-(benzylthio)-3,5-dimethoxyphenyl)(morpholino)methanone C(C1=CC=CC=C1)SC1=C(C=C(C=C1OC)C(=O)N1CCOCC1)OC